6-chloro-2-ethyl-4-methylpyridazin-3(2H)-one ClC=1C=C(C(N(N1)CC)=O)C